C(C)(C)C1=NN(C=2CN(C(CC21)=O)C)C=2C=CC=C1C=C(N=CC21)C=2C=CC(=NC2)C(=O)O 5-(8-(3-Isopropyl-6-methyl-5-oxo-4,5,6,7-tetrahydro-1H-pyrazolo[3,4-c]pyridin-1-yl)isoquinolin-3-yl)picolinic acid